N=1N=CN(C1)C1=CC(=C2C=NNC2=C1)OCCOCCCCNCC1=CC(=CC(=C1)OC(F)(F)F)CCOC 4-(2-((6-(4H-1,2,4-triazol-4-yl)-1H-indazol-4-yl)oxy)ethoxy)-N-(3-(2-methoxyethyl)-5-(trifluoromethoxy)benzyl)butan-1-amine